2-thiazolyl-methanol S1C(=NC=C1)CO